bismuth disalicylate C(C=1C(O)=CC=CC1)(=O)[O-].C(C=1C(O)=CC=CC1)(=O)[O-].[Bi+2]